Cl.NCC1CCC1C(=O)OC methyl 4-(aminomethyl)cyclobutanecarboxylate hydrochloride